BrC=1C=C(C=CC1F)C1OC1 2-(3-bromo-4-fluorophenyl)oxirane